NCC1=CC(=C(C(=C1)C)NC(=O)C1=CC2=C(OCCC3=C2SC=C3)C=C1C=1C(=NC(=CC1)C(NC1CCCCCCC1)=O)C(=O)O)C 3-(9-((4-(aminomethyl)-2,6-dimethylphenyl)carbamoyl)-4,5-dihydrobenzo[b]thieno[2,3-d]oxepin-8-yl)-6-(cyclooctylcarbamoyl)picolinic acid